C(#N)C1=CC=C(C=C1)N(CCC1OCC2(CN(C2)C(=O)OC(C)(C)C)CO1)CC1CCC(CC1)C tert-butyl 7-(2-((4-cyanophenyl)(((1s,4s)-4-methylcyclohexyl)methyl)amino)ethyl)-6,8-dioxa-2-azaspiro[3.5]nonane-2-carboxylate